CC1=CC=C(N=N1)OC=1C=C(C(=O)N)C=CC1 3-((6-methylpyridazin-3-yl)oxy)benzamide